C(C)(C)(C)OC(=O)NC=1N=CC=C(C(=O)O)C1 6-((tert-butoxycarbonyl)amino)isonicotinic acid